N1CCC2(CC1)CC1=CC(=CC=C1C2)C(=O)O dihydrospiro[indene-2,4'-piperidine]-6-carboxylic acid